ClC=1C(=CC(=C(C1)C(CC)=O)O)F 1-(5-chloro-4-fluoro-2-hydroxyphenyl)propan-1-one